2-(3,4-difluorophenyl)cyclopropylamine (R)-mandelate C([C@H](O)C1=CC=CC=C1)(=O)O.FC=1C=C(C=CC1F)C1C(C1)N